2-hydroxy-4,13-tetradecadienoic acid OC(C(=O)O)CC=CCCCCCCCC=C